[Cl-].[Cl-].[NH4+].[NH4+].OC1=CC=C(C=C1)C(CC)C(CC)C1=CC=C(C=C1)O 3,4-bis(4-hydroxyphenyl)hexane diammonium dichloride